O=C1NCC2=CC=CC=C12 3-oxoisoindolin